NC(OCC)=N urethane-imide